(6-((2-((2-methoxy-4-(4-methylpiperazin-1-yl)-5-(thiophen-3-yl)phenyl)amino)-7H-pyrrolo[2,3-d]pyrimidin-4-yl)amino)quinoxalin-5-yl)dimethylphosphine oxide COC1=C(C=C(C(=C1)N1CCN(CC1)C)C1=CSC=C1)NC=1N=C(C2=C(N1)NC=C2)NC=2C(=C1N=CC=NC1=CC2)P(C)(C)=O